O[C@@]1(C(N([C@H]2C[C@H]12)C)=O)C#CC=1C=C(C=CC1)C=1N=C(N2C1C=CC=C2)C(=O)N |&1:6| 1-(3-(((1S,4R,SR)-4-hydroxy-2-methyl-3-oxo-2-azabicyclo[3.1.0]hexan-4-yl)ethynyl)phenyl)imidazo[1,5-a]pyridine-3-carboxamide